[Br-].NCCC[N+]1=CC=CC=C1 1-(3-aminopropyl)Pyridinium bromide